COC=1C=C2CCN(CC2=CC1NC1=NC=C2C(=N1)N(N=C2)CC[C@@H](C)O)C (2R)-4-[6-[(6-methoxy-2-methyl-3,4-dihydro-1H-isoquinolin-7-yl)amino]pyrazolo[3,4-d]pyrimidin-1-yl]butan-2-ol